COC(N(C1(CC1)C1=CC(=C(C=C1)F)OC(F)(F)F)CC1NCC1)=O Methyl-(azetidin-2-ylmethyl)(1-(4-fluoro-3-(trifluoromethoxy)phenyl)cyclopropyl)-Carbamat